C(C)(C)(C)OC(=O)N1CCC(CC1)CCCOC1=C(C(=CC=C1)Br)C.ClC=1C=C(C=CC1)N1CN=C(C=C1)C1=CC=CC2=CC=CC=C12 3-(3-chlorophenyl)-6-(naphthalen-1-yl)pyrimidine tert-butyl-4-[3-(3-bromo-2-methyl-phenoxy)propyl]piperidine-1-carboxylate